C(C)OCCOCCO\C=C(\C1=CC=CC=C1)/C1=CC=C(C=C1)OC (Z)-1-(2-(2-(2-ethoxyethoxy)ethoxy)-1-phenylvinyl)-4-methoxybenzene